FC(OC1=CC=C(CNC(C)=O)C=C1)(F)F N-(4-(trifluoromethoxy)benzyl)acetamide